(E)-4-(tert-butylamino)-N-(4-(8-(4-chloro-1,2,6-trimethyl-1H-benzo[d]imidazol-5-yl)indolizine-3-carbonyl)-2,6-difluorophenyl)but-2-enamide C(C)(C)(C)NC/C=C/C(=O)NC1=C(C=C(C=C1F)C(=O)C1=CC=C2C(=CC=CN12)C1=C(C2=C(N(C(=N2)C)C)C=C1C)Cl)F